ClC1=NC(=C2C(=N1)N(N=C2)[C@H]2[C@@H]([C@@H]([C@H](O2)COCP(O)(O)=O)O)O)NC2CCC2 ((((2R,3S,4R,5R)-5-(6-chloro-4-(cyclobutylamino)-1H-pyrazolo[3,4-d]pyrimidin-1-yl)-3,4-dihydroxytetrahydrofuran-2-yl)methoxy)methyl)phosphonic acid